6-(2,6-difluorophenyl)-4-((1-methyl-6-oxo-1,6-dihydropyridin-3-yl)amino)pyridazine-3-carboxylic acid methyl ester COC(=O)C=1N=NC(=CC1NC1=CN(C(C=C1)=O)C)C1=C(C=CC=C1F)F